4-chlorospiro[6,7-dihydropyrrolo[2,3-d]pyrimidine-5,1'-cyclobutane] ClC=1C2=C(N=CN1)NCC21CCC1